N-[5-(2,6-difluoro-4-methoxyphenyl)-2-[3-fluoro-6-(4-methylpiperazin-1-yl)pyridin-2-yl]-1-methyl-3-oxo-2,3-dihydro-1H-pyrazol-4-yl]-4-(difluoromethoxy)benzamide FC1=C(C(=CC(=C1)OC)F)C1=C(C(N(N1C)C1=NC(=CC=C1F)N1CCN(CC1)C)=O)NC(C1=CC=C(C=C1)OC(F)F)=O